(1S,2S)-2-fluoro-N-(3-(7-methoxyimidazo[1,2-a]pyrimidin-6-yl)-1H-pyrrolo[2,3-b]pyridin-6-yl)cyclopropane-1-carboxamide F[C@@H]1[C@@H](C1)C(=O)NC1=CC=C2C(=N1)NC=C2C=2C(=NC=1N(C2)C=CN1)OC